C(C)(C)N(P(O[C@@H]1[C@H](O[C@H]([C@@H]1OC)N1C2=NC=NC(=C2N=C1)NC(C1=CC=CC=C1)=O)C1C(C1)P(=O)(OCC)OCC)OCCC#N)C(C)C (2R,3R,4R,5R)-5-(6-benzamido-9H-purin-9-yl)-2-(2-(diethoxyphosphoryl)cyclopropyl)-4-methoxytetrahydrofuran-3-yl (2-cyanoethyl) diisopropylphosphoramidite